Cl.Cl.COC(=O)C1=CN=CN1[C@H](CN)C (S)-1-(1-aminopropane-2-yl)-1H-imidazole-5-carboxylic acid methyl ester dihydrochloride